2,3-dihydro-1,1-dioxoisothiazolium O=S1([NH2+]CC=C1)=O